4-[2-(aminoethyl)phenyl]piperazine-1-carboxylic acid tert-butyl ester C(C)(C)(C)OC(=O)N1CCN(CC1)C1=C(C=CC=C1)CCN